N=1C=NN2C1C=CC(=C2)C2=CC(=NN2C2=NC(=CC=C2)C)CC(=O)NC2=CC(=CC=C2)C#N 5-([1,2,4]triazolo[1,5-a]pyridin-6-yl)-N-(3-cyanophenyl)-1-(6-methylpyridin-2-yl)-1H-pyrazole-3-carboxyamide